4-oxo-4-[2-[(2-oxo-1,3-dihydro-benzimidazol-5-yl)amino]anilino]butyric acid O=C(CCC(=O)O)NC1=C(C=CC=C1)NC1=CC2=C(NC(N2)=O)C=C1